C(N)(OC1(CC(C1)COC1=C(C=C2C(=C(C=NC2=C1)C#N)Cl)OC)C(C)(C)C)=O tert-butyl-(3-((4-chloro-3-cyano-6-methoxyquinolin-7-yloxy) methyl) cyclobutyl) carbamate